COCC(=O)C1=CC=CC(=C1)S(=O)(=O)N methoxy-5'-aminosulfonyl-acetophenone